1,3,5-trimethyl-2,4,6-tris(4-pyridinyl)benzene ethyl-5-[bis[(4-methoxyphenyl)methyl]amino]-6-bromo-1H-pyrrolo[3,2-b]pyridine-2-carboxylate C(C)OC(=O)C1=CC2=NC(=C(C=C2N1)Br)N(CC1=CC=C(C=C1)OC)CC1=CC=C(C=C1)OC.CC1=C(C(=C(C(=C1C1=CC=NC=C1)C)C1=CC=NC=C1)C)C1=CC=NC=C1